N-trichloromethylthio-1,2,3,6-tetrahydrophthalimide ClC(SN1C(C2C(C1=O)CC=CC2)=O)(Cl)Cl